ClC=1C=C(C=C2C(=C(C=NC12)C#N)NCC(C)(C)C)N[C@@H](C1=CC=CC2=C1N(C=N2)C)C=2N=NN(C2)C2CC2 (S)-8-chloro-6-(((1-cyclopropyl-1H-1,2,3-triazol-4-yl)(1-methyl-1H-benzo[d]imidazol-7-yl)methyl)amino)-4-(neopentylamino)quinoline-3-carbonitrile